(R)-N-ethyl-2-methyl-N-(2,2,2-trifluoro-1-(4-fluorophenyl)ethyl)imidazo[1,2-b]pyridazine-6-sulfonamide C(C)N(S(=O)(=O)C=1C=CC=2N(N1)C=C(N2)C)[C@@H](C(F)(F)F)C2=CC=C(C=C2)F